CC(C)=NCCNCCN=C(C)C 2,10-dimethyl-3,6,9-triaza-2,9-undecadiene